tert-butyl (2R)-2-[([3-[3,5-bis(trifluoromethyl)phenyl]-5-(trifluoromethyl)phenyl]methyl)carbamoyl]pyrrolidine-1-carboxylate FC(C=1C=C(C=C(C1)C(F)(F)F)C=1C=C(C=C(C1)C(F)(F)F)CNC(=O)[C@@H]1N(CCC1)C(=O)OC(C)(C)C)(F)F